ClC=1C(=C2C=C(NC2=CC1)C(=O)N1C(C2C(C1)CCC2)C(=O)N[C@@H](C[C@H]2C(NCC2)=O)C(CO)=O)OC 2-(5-chloro-4-methoxy-1H-indole-2-carbonyl)-N-((S)-4-hydroxy-3-oxo-1-((S)-2-oxopyrrolidin-3-yl)butan-2-yl)octahydrocyclopenta[c]pyrrole-1-carboxamide